CC(COC(C)=O)C acetic acid 2-methylpropyl ester